(7-amino-8-methylphenothiazin-3-ylidene)-dimethylammonium chloride [Cl-].NC=1C=C2SC3=CC(C=CC3=NC2=CC1C)=[N+](C)C